(6S,12aS)-2-((E)-(4-tert-butylphenyl)methyleneamino)-6-methyl-2,3,12,12a-tetrahydropyrazino[1',2':1,6]pyrido[3,4-b]indole-1,4(6H,7H)-dione C(C)(C)(C)C1=CC=C(C=C1)\C=N\N1C([C@@H]2CC3=C(NC=4C=CC=CC34)[C@@H](N2C(C1)=O)C)=O